C1(=CC=CC=C1)C(N1N2C(C(N3[C@H]1COCC3)=O)=CC(C=C2)=O)C2=CC=CC=C2 (12aR)-12-Diphenylmethyl-3,4,12,12a-tetrahydro-1H-[1,4]oxazino[3,4-c]pyrido[2,1-f][1,2,4]triazin-6,8-dion